tert-butyl-2-[2-chloro-5-(trifluoromethyl)pyridin-4-yl]pyrido[3,4-d]pyrimidin-4-amine C(C)(C)(C)C1=CN=CC=2N=C(N=C(C21)N)C2=CC(=NC=C2C(F)(F)F)Cl